2-butyl-1-tetradecene C(CCC)C(=C)CCCCCCCCCCCC